C(=O)(OCC)C=1C(=NC(=NC1)NC1=CC=C(C=C1)N1CCN(CC1)C)NC1=CC(=C(C=C1)Cl)OC 5-Carboethoxy-N4-(4-Chloro-3-methoxyphenyl)-N2-(4-(4-methylpiperazin-1-yl)phenyl)pyrimidine-2,4-diamine